ClC1=NC=C(C(=C1)C(=O)OC)C=O methyl 2-chloro-5-formyl-pyridine-4-carboxylate